(Oxetan-3-yl)-1H-imidazol-4-amine O1CC(C1)N1C=NC(=C1)N